BrC1=CN(CC2=C1N=C(N=C2)SC)C2=C(C=CC=C2F)Cl 8-bromo-6-(2-Chloro-6-fluorophenyl)-2-(methylthio)pyrido[4,3-d]pyrimidine